(3-bromo-2-methyl-phenyl)but-3-yn-1-ol BrC=1C(=C(C=CC1)C(CC#C)O)C